1-({(5S,7S)-2-oxo-3-[(6-phenyl-2-pyridinyl)methyl]-1-oxa-3-azaspiro[4.5]dec-7-yl}methyl)-1H-benzimidazole-6-carbonitrile O=C1O[C@]2(CN1CC1=NC(=CC=C1)C1=CC=CC=C1)C[C@H](CCC2)CN2C=NC1=C2C=C(C=C1)C#N